FC=1C=C(C(=O)NNC(C(=O)OCC)=O)C=CC1 ethyl 2-(2-(3-fluorobenzoyl) hydrazinyl)-2-oxoacetate